ClC=1N=C(SC1NC(C[C@H](C(=O)N[C@H]1C2=C(CN3N(C1=O)CCC3)C=CC=C2)C)=O)C(NC(C)C)=O (R)-N4-(4-Chloro-2-(isopropylcarbamoyl)thiazol-5-yl)-2-methyl-N-((S)-11-oxo-2,3,10,11-tetrahydro-1H,5H-benzo[d]pyrazolo[1,2-a][1,2]diazepin-10-yl)succinamid